methyl 6-(7-(1-(tert-butyl)-3-(4-chloro-3-fluorophenyl)-1H-pyrrolo[2,3-b]pyridine-6-carbonyl)-2,7-diazaspiro[4.4]nonan-2-yl)-2,4-dimethylnicotinate C(C)(C)(C)N1C=C(C=2C1=NC(=CC2)C(=O)N2CC1(CCN(C1)C1=NC(=C(C(=O)OC)C(=C1)C)C)CC2)C2=CC(=C(C=C2)Cl)F